Butyl-((2-methoxy-5-((5,6,7-trimethoxychroman-3-yl)methyl)phenoxy)carbonyl)glycine C(CCC)N(CC(=O)O)C(=O)OC1=C(C=CC(=C1)CC1COC2=CC(=C(C(=C2C1)OC)OC)OC)OC